[[2-(9H-fluoren-9-ylmethoxycarbonylamino)acetyl]amino]methyl acetate C(C)(=O)OCNC(CNC(=O)OCC1C2=CC=CC=C2C=2C=CC=CC12)=O